C(C1=CC=CC=C1)OC1=C(C(=C(N)C=C1F)Br)F 4-(benzyloxy)-2-bromo-3,5-difluoroaniline